C1CC(CC12CCNCC2)=O 8-azaspiro[4.5]decan-3-one